2-[(4-{4-[3-fluoro-3-(hydroxymethyl)azetidin-1-yl]piperidin-1-yl}phenyl)amino]-8-phenyl-5-[2-(triisopropylsilyl)ethynyl]pyrido[2,3-d]pyrimidin-7-one FC1(CN(C1)C1CCN(CC1)C1=CC=C(C=C1)NC=1N=CC2=C(N1)N(C(C=C2C#C[Si](C(C)C)(C(C)C)C(C)C)=O)C2=CC=CC=C2)CO